[4-[5-(5-cyclopropylpyrimidin-2-yl)-2-(2,6-diethylphenyl)-6,7-dihydro-4H-pyrazolo[4,3-c]pyridin-3-yl]-5-fluoro-1H-indol-7-yl]methanol C1(CC1)C=1C=NC(=NC1)N1CC=2C(CC1)=NN(C2C2=C1C=CNC1=C(C=C2F)CO)C2=C(C=CC=C2CC)CC